butylpyrrolidine bis(trifluoromethanesulfonyl)imide salt [N-](S(=O)(=O)C(F)(F)F)S(=O)(=O)C(F)(F)F.C(CCC)N1CCCC1